6-(6'-amino-6-methyl-5-(4-methylpiperazin-1-yl)-[2,3'-bipyridin]-5'-yl)-3,4-dihydroisoquinolin-1(2H)-one NC1=C(C=C(C=N1)C1=NC(=C(C=C1)N1CCN(CC1)C)C)C=1C=C2CCNC(C2=CC1)=O